(1-methyl)-3-Vinyl-2-imidazolidone CN1C(N(CC1)C=C)=O